C(CCC)NC(=O)NCCCCC N-butyl-N'-pentyl-urea